6-ethoxy-N-methyltryptophane C(C)OC=1C=C2NC=C(C[C@H](NC)C(=O)O)C2=CC1